N-(2-(difluoromethoxy)-6-methylpyridin-3-yl)-3-formyl-1-(2-isopropylphenyl)cyclobutane-1-carboxamide FC(OC1=NC(=CC=C1NC(=O)C1(CC(C1)C=O)C1=C(C=CC=C1)C(C)C)C)F